N(N)=C1C(N=C2C=CC=CC2=C1)=C 3-oxo-9-(2-methylenequinoline) hydrazone